N-(4-(4-amino-7-cyano-3-(3-fluoro-4-((5-fluoro-4-methylpyrimidin-2-yl)oxy)phenyl)-1-methyl-1H-pyrrolo[3,2-c]pyridin-2-yl)phenyl)acrylamide NC1=NC=C(C2=C1C(=C(N2C)C2=CC=C(C=C2)NC(C=C)=O)C2=CC(=C(C=C2)OC2=NC=C(C(=N2)C)F)F)C#N